(2R,4R)-6-chloro-N-{3-[4-(4-chloro-3-fluorophenyl)-1H-imidazol-1-yl]bicyclo[1.1.1]pentan-1-yl}-4-hydroxy-3,4-dihydro-2H-1-benzopyran-2-carboxamide ClC=1C=CC2=C([C@@H](C[C@@H](O2)C(=O)NC23CC(C2)(C3)N3C=NC(=C3)C3=CC(=C(C=C3)Cl)F)O)C1